FC(COC1=C(C(=O)[O-])C(=C(C(=C1F)OCC(F)F)F)OCC(F)F)F.[NH4+] ammonium 2,4,6-tris(2,2-difluoroethoxy)-3,5-difluorobenzoate